N1CCC(C2=CC=CC=C12)CC#N 2-(1,2,3,4-tetrahydroquinolin-4-yl)acetonitrile